The molecule is an acyl-CoA resulting from the formal condensation of the thiol group of coenzyme A with the carboxy group of 4-hydroxybutyric acid. It derives from a 4-hydroxybutyric acid. It is a conjugate acid of a 4-hydroxybutyryl-CoA(4-). CC(C)(COP(=O)(O)OP(=O)(O)OC[C@@H]1[C@H]([C@H]([C@@H](O1)N2C=NC3=C(N=CN=C32)N)O)OP(=O)(O)O)[C@H](C(=O)NCCC(=O)NCCSC(=O)CCCO)O